Cl.N[C@H](C(=O)OC)CC1CCCC1 methyl (S)-2-amino-3-cyclopentylpropionate hydrochloride